α-galactosyl fluoride [C@H]1([C@H](O)[C@@H](O)[C@@H](O)[C@H](O1)CO)F